C(C)OC(CNC=1N=[N+](C2=C(N1)C=CC=C2)[O-])=O 3-((2-ethoxy-2-oxoethyl)amino)benzo[e][1,2,4]Triazine-1-oxide